C[C@H]1CN(CC=2N1N=C1C=C(C=CC21)C2CCNCC2)C2=C1C=CC=NC1=C(C=C2)C#N (S)-5-(4-methyl-8-(piperidin-4-yl)-3,4-dihydropyrazino[1,2-b]indazole-2(1H)-yl)quinoline-8-carbonitrile